NC1=C(N(C2=CC(=CC=C12)C(N)=N)CC1=CC=CC2=CC=CC=C12)C(=O)NC1CCC(CC1)NC(OC(C)(C)C)=O tert-butyl ((1r,4r)-4-(3-amino-6-carbamimidoyl-1-(naphthalen-1-ylmethyl)-1H-indole-2-carboxamido) cyclohexyl)carbamate